5-(1,1,2,2-Tetradeuteriononadecyl)benzene-1,3-diol [2H]C(C(CCCCCCCCCCCCCCCCC)([2H])[2H])([2H])C=1C=C(C=C(C1)O)O